N-(4,4-difluorocyclohexyl)-5-(4-fluoro-1-isopropyl-2-methyl-1H-benzo[d]imidazol-6-yl)pyrrolo[2,1-f][1,2,4]triazin-2-amine FC1(CCC(CC1)NC1=NN2C(C=N1)=C(C=C2)C=2C=C(C1=C(N(C(=N1)C)C(C)C)C2)F)F